N-[(1R)-2,2-difluorocyclopropyl]-2-(difluoromethoxy)-6-methoxy-4-[4-methoxy-2-methyl-6-(1-methylpyrazol-4-yl)indazol-3-yl]benzamide FC1([C@@H](C1)NC(C1=C(C=C(C=C1OC)C=1N(N=C2C=C(C=C(C12)OC)C=1C=NN(C1)C)C)OC(F)F)=O)F